4-methoxyphenyl-4-(2-methylpropyl)phenyliodonium COC1=CC=C(C=C1)[I+]C1=CC=C(C=C1)CC(C)C